C(N)(OC(C1=CC=CC=C1)B(O)O)=O (dihydroxyboryl)benzyl carbamate